4-(Naphthalen-1-yl)-3,5-diphenyl-4H-1,2,4-triazole C1(=CC=CC2=CC=CC=C12)N1C(=NN=C1C1=CC=CC=C1)C1=CC=CC=C1